BrC=1C=C(C(=CC1)C1=CC(=CC=C1)O)C1=CC=CC=C1 4'-bromo-[1,1':2',1''-terphenyl]-3-ol